C1(CCCCC1)C[C@@H](C(N[C@H](C=O)C[C@H]1C(NCC1)=O)=O)NC([C@H](C(C)C)NC(OCC1=CC(=CC=C1)Cl)=O)=O 3-Chlorobenzyl ((S)-1-(((S)-3-cyclohexyl-1-oxo-1-(((S)-1-oxo-3-((S)-2-oxopyrrolidin-3-yl)propan-2-yl)amino)propan-2-yl)amino)-3-methyl-1-oxobutan-2-yl)carbamate